FC1=CC(=C(C=C1)CN(C(=O)NCC1=CC=C(C=C1)OCC(C)C)C1CCN(CC1)C)O 1-[(4-fluoro-2-hydroxyphenyl)methyl]-1-(1-methylpiperidin-4-yl)-3-{[4-(2-methylpropyloxy)phenyl]methyl}urea